4-(5-(difluoromethyl)-1,3,4-thiadiazol-2-yl)-8-fluoro-2-methyl-N-(3-methyloxetan-3-yl)quinazoline-6-sulfonamide FC(C1=NN=C(S1)C1=NC(=NC2=C(C=C(C=C12)S(=O)(=O)NC1(COC1)C)F)C)F